1-(9Z-hexadecenoyl)-2-(11Z-eicosenoyl)-glycero-3-phospho-(1'-sn-glycerol) CCCCCCCC/C=C\CCCCCCCCCC(=O)O[C@H](COC(=O)CCCCCCC/C=C\CCCCCC)COP(=O)(O)OC[C@H](CO)O